COC1=C(C(=CC=C1OC)OC)/C=C/C(=O)C=1C=C(OCC(=O)OC(C)(C)C)C=CC1 tert-butyl (E)-2-(3-(3-(2,3,6-trimethoxyphenyl)acryloyl)phenoxy)acetate